(2S)-3-cyclobutyl-2-(9H-fluoren-9-yl-methoxycarbonyl-amino)propanoic acid C1(CCC1)C[C@@H](C(=O)O)N(C(=O)OC)C1C2=CC=CC=C2C=2C=CC=CC12